CC1=C(C2=CC=CC=C2C=C1)C=O methyl-naphthaline-formaldehyde